4-(3-((4-chloro-2-fluorobenzyl)oxy)-1H-pyrazol-1-yl)piperidine ClC1=CC(=C(COC2=NN(C=C2)C2CCNCC2)C=C1)F